NC1=C2N=CN(C2=NC(=N1)Cl)[C@H]1[C@H]([C@@H]([C@H](O1)COC(C(=O)OCC)(C(=O)OCC)CC1=CC(=CC=C1)F)O)F diethyl 2-(((2R,3R,4S,5R)-5-(6-amino-2-chloro-9H-purin-9-yl)-4-fluoro-3-hydroxytetrahydrofuran-2-yl)methoxy)-2-(3-fluorobenzyl)malonate